O=C1NC(CCC1N1C(C2=CC=C(C=C2C1=O)NCCCCC(N1C2(CC2)CC(CC1)N1N=CC(=C1)C1=NC2=CC=CC=C2N=C1)=O)=O)=O 2-(2,6-Dioxopiperidin-3-yl)-5-((5-oxo-5-(7-(4-(quinoxalin-2-yl)-1H-pyrazol-1-yl)-4-azaspiro[2.5]octan-4-yl)pentyl)amino)isoindoline-1,3-dione